benzyl 3-((tert-butoxycarbonyl)(2-((tert-butyldimethylsilyl) oxy)ethyl)amino)piperidine-1-carboxylate C(C)(C)(C)OC(=O)N(C1CN(CCC1)C(=O)OCC1=CC=CC=C1)CCO[Si](C)(C)C(C)(C)C